tert-butyl (Z)-2-((5-(2-fluoro-3-nitrophenyl)-3-(2-fluorobenzyl)pyrazin-2-yl)amino)-3-(furan-2-yl)acrylate FC1=C(C=CC=C1[N+](=O)[O-])C=1N=C(C(=NC1)N\C(\C(=O)OC(C)(C)C)=C/C=1OC=CC1)CC1=C(C=CC=C1)F